6-(6-chloro-4-((2R,6S)-4-(2-fluoroacryloyl)-6-methyl-1-(methylsulfonyl)piperazin-2-yl)pyridin-2-yl)-N,2-dimethylpyrimidine-4-carboxamide ClC1=CC(=CC(=N1)C1=CC(=NC(=N1)C)C(=O)NC)[C@H]1N([C@H](CN(C1)C(C(=C)F)=O)C)S(=O)(=O)C